C(C)OC(NC1=C(C=C(C=C1)F)C#N)=O (2-Cyano-4-fluorophenyl)carbamic acid ethyl ester